C(C)(C)(C)[C@@H](CCCC)NC1=C(C=NC2=CC=CC=C12)N N4-[(1R)-1-tert-butylpentyl]quinoline-3,4-diamine